5-(imidazo[1,2-a]pyridin-6-yl)-4-methoxy-N-(1-(methylsulfonyl)piperidin-4-yl)pyrrolo[2,1-f][1,2,4]triazin-2-amine N=1C=CN2C1C=CC(=C2)C=2C=CN1N=C(N=C(C12)OC)NC1CCN(CC1)S(=O)(=O)C